ClC1=NC(=CC(=C1)C=1C(=NN2C1N=C(C=C2)NC(=O)NC2CCN(CC2)CC)C2=CC(=CC=C2)C#N)C 1-[3-(2-Chloro-6-methyl-4-pyridyl)-2-(3-cyanophenyl)pyrazolo[1,5-a]pyrimidin-5-yl]-3-(1-ethyl-4-piperidyl)urea